C(C)(C)(C)N1CC(C1)C1=NN(C2=CC=C(C=C12)C=1SC2=C(N1)C=C(C(=C2C2=CC=C(C=C2)Cl)[C@@H](C(=O)OCC)OC2CC2)C)C ethyl (S)-2-(2-(3-(1-(tert-butyl)azetidin-3-yl)-1-methyl-1H-indazol-5-yl)-7-(4-chlorophenyl)-5-methylbenzo[d]thiazol-6-yl)-2-cyclopropoxyacetate